hydroxy-4-((3-(2-pivaloylaminoethyl)-5-methoxy-1H-indol-1-yl)methyl)-benzamide OC1=C(C(=O)N)C=CC(=C1)CN1C=C(C2=CC(=CC=C12)OC)CCNC(C(C)(C)C)=O